4-(aminomethyl)-2-chlorophenyl (3S)-4-(N,3-dicyclohexyl-D-alanyl)-3-[(thiophen-2-ylmethyl)carbamoyl]piperazine-1-carboxylate C1(CCCCC1)N[C@H](CC1CCCCC1)C(=O)N1[C@@H](CN(CC1)C(=O)OC1=C(C=C(C=C1)CN)Cl)C(NCC=1SC=CC1)=O